OC(COC1=C(C2=CC=C(C=C2C=C1)C1=CC=CC2=CC=CC=C12)C1=C(C=CC2=CC(=CC=C12)C1=CC=CC2=CC=CC=C12)OCC(C)O)C 2,2'-bis(2-hydroxypropoxy)-6,6'-di(naphthalen-1-yl)-1,1'-binaphthyl